C(#N)CCC#CCCCCCC 1-cyano-deca-3-yne